acryloylaminoethyl-N,N-dimethylammonium C(C=C)(=O)NCC[NH+](C)C